diacetic acid trisodium salt [Na+].[Na+].[Na+].C(C)(=O)[O-].C(C)(=O)[O-]